FC=1C=C(C=CC1N1CCN(CC1)C)NC=1N=C(C2=C(N1)NC=C2)NC2=C(C=CC=C2)CS(=O)(=O)N (2-((2-((3-fluoro-4-(4-methylpiperazin-1-yl)phenyl)amino)-7H-pyrrolo[2,3-d]pyrimidin-4-yl)amino)phenyl)methanesulfonamide